C(#N)C[C@@H]1N(CCN(C1)C=1C2=C(N=C(N1)OCC1CCCC1)CN(CC2)C2=CC=CC1=CC=CC(=C21)C)C(=O)OCC2=CC=CC=C2 benzyl (2S)-2-(cyanomethyl)-4-[2-(cyclopentylmethoxy)-7-(8-methyl-1-naphthyl)-6,8-dihydro-5H-pyrido[3,4-d]pyrimidin-4-yl]piperazine-1-carboxylate